CN1CCC(CC1)NC(=O)C=1C=2C=NN(C2C=CC1)CC(F)(F)F N-(1-methyl-4-piperidyl)-1-(2,2,2-trifluoroethyl)indazole-4-carboxamide